2-[3-(2,4-difluorophenyl)-1H-pyrazol-4-yl]-7-(1H-pyrazol-4-yl)-2,5-naphthyridine FC1=C(C=CC(=C1)F)C1=NNC=C1N1CC2=CC(=CN=C2C=C1)C=1C=NNC1